(E)-4-(2-ethoxyvinyl)-7-methoxy-2,3-dihydro-1H-indene-1-one C(C)O/C=C/C1=C2CCC(C2=C(C=C1)OC)=O